C(C)(C)(C)OC(=O)N1CC(C1)(OC1=CC(=C2C(=N1)C(=CS2)C(NC)=O)C(F)(F)F)C 3-methyl-3-((3-(methylcarbamoyl)-7-(trifluoromethyl)thieno[3,2-b]pyridin-5-yl)oxy)azetidine-1-carboxylic acid tert-butyl ester